OCCCCC=1C(N=CC=CC1)=O (4-hydroxybutyl)azepineOne